tetrahydroimidazo[4,5-d]imidazole-2,5-dione N1C(NC2C1=NC(N2)=O)=O